[K+].C(C=C)(=O)[O-] acrylate potassium salt